N-[3-chloro-4-[4-(piperidine-4-carbonyl)piperazine-1-carbonyl]phenyl]-5-[4-(difluoromethoxy)-2,3-difluoro-phenyl]-1-methyl-imidazole-2-carboxamide formate C(=O)O.ClC=1C=C(C=CC1C(=O)N1CCN(CC1)C(=O)C1CCNCC1)NC(=O)C=1N(C(=CN1)C1=C(C(=C(C=C1)OC(F)F)F)F)C